[Cl-].[Cl-].[Cl-].C(CC)[Zr+3] propyl-zirconium (iv) trichloride